C(C)(C)(C)OC(NCCOCCOCCOCCNC(CCCCN1C(=NC=C1)CN1C=CC2=CC=C(C=C12)CN)=O)=O (17-(2-((6-(aminomethyl)-1H-indol-1-yl)methyl)-1H-imidazol-1-yl)-13-oxo-3,6,9-trioxa-12-aza-heptadecyl)carbamic acid tert-butyl ester